CN1C(=NN=C1)SC(C)C1=CC(=CC=C1)C#C[Si](C)(C)C 4-methyl-3-((1-(3-((trimethylsilyl)ethynyl)phenyl)ethyl)thio)-4H-1,2,4-triazole